2,3-dimethyl-2-isopropylbutyronitrile CC(C#N)(C(C)C)C(C)C